methanesulfonyl-benzoxadiazole CS(=O)(=O)C1=CC=CC2=C1N=NO2